pentaerythritol disuccinate C(CCC(=O)O)(=O)O.C(CCC(=O)O)(=O)O.OCC(CO)(CO)CO